[Br-].NC(C)C=1NC=C[N+]1C=C 1-aminoethyl-3-vinylimidazolium bromide salt